1-[2-(2,4-dichlorophenoxy)phenyl]pyrrole-2,5-dione ClC1=C(OC2=C(C=CC=C2)N2C(C=CC2=O)=O)C=CC(=C1)Cl